(aminooxy)((((2R,3S,4R,SR)-5-(6-chloro-4-(((S)-1-(2-fluorophenyl)ethyl)amino)-1H-pyrazolo[3,4-b]pyridin-1-yl)-3,4-dihydroxytetrahydrofuran-2-yl)methoxy)methyl)phosphinic acid NOP(O)(=O)COC[C@H]1O[C@@H]([C@@H]([C@@H]1O)O)N1N=CC=2C1=NC(=CC2N[C@@H](C)C2=C(C=CC=C2)F)Cl |&1:10|